5-[(5-chlorothiophen-2-yl)methoxy]-4-methyl-3-(pyrrolidin-3-yl)-1H-pyrazole ClC1=CC=C(S1)COC1=C(C(=NN1)C1CNCC1)C